N'-acetyl-4-amino-7-fluoro-1-methyl-N-[[5-(trifluoromethyl)-1,3-benzothiazol-2-yl]methyl]pyrazolo[4,3-c]quinoline-8-carbohydrazide C(C)(=O)NN(C(=O)C1=CC=2C3=C(C(=NC2C=C1F)N)C=NN3C)CC=3SC1=C(N3)C=C(C=C1)C(F)(F)F